C(CCC)C1=C(C(=C(C(=N1)O)C(=O)N(CCCCC1=CC=CC=C1)C)O)C1=C(C=CC=C1OC)OC 6-butyl-5-(2,6-dimethoxyphenyl)-2,4-dihydroxy-N-methyl-N-(4-phenylbutyl)pyridine-3-carboxamide